(R)-1-(2-chlorophenyl) ethyl(1-methyl-4-(2-oxoindolin-5-yl)-1H-1,2,3-triazol-5-yl)carbamate C(C)N(C(OC1=C(C=CC=C1)Cl)=O)C1=C(N=NN1C)C=1C=C2CC(NC2=CC1)=O